3-(2-((4-(4-((1R,2S)-6-hydroxy-2-phenyl-1,2,3,4-tetrahydronaphthalen-1-yl)phenyl)piperazin-1-yl)methyl)phenyl)piperidine-2,6-dione OC=1C=C2CC[C@@H]([C@@H](C2=CC1)C1=CC=C(C=C1)N1CCN(CC1)CC1=C(C=CC=C1)C1C(NC(CC1)=O)=O)C1=CC=CC=C1